C(C1=CC=CC=C1)OC=1C=C(N(CCCCO[Si](C2=CC=CC=C2)(C2=CC=CC=C2)C(C)(C)C)CCCCO[Si](C2=CC=CC=C2)(C2=CC=CC=C2)C(C)(C)C)C=CC1C=CC=1SC=C2OCCOC21 3-(benzyloxy)-N,N-bis[4-[(tert-butyldiphenylsilyl)oxy]butyl]-4-[2-(2,3-dihydrothieno[3,4-b][1,4]dioxin-5-yl)vinyl]aniline